pyridin-3-yl-3-pyridinecarboxylic acid, 1,2,2-trimethylpropyl ester N1=CC(=CC=C1)C1=NC=CC=C1C(=O)OC(C(C)(C)C)C